ClC1=C(C=CC(=C1)C(F)(F)F)NC(CN1C=2N(C(C=C1CC)=O)N=C(N2)C=2CCOCC2F)=O N-(2-chloro-4-(trifluoromethyl)phenyl)-2-(5-ethyl-2-(5-fluoro-3,6-dihydro-2H-pyran-4-yl)-7-oxo-[1,2,4]triazolo[1,5-a]pyrimidin-4(7H)-yl)acetamide